C(#N)C=1C=C(C(=NC1)[C@@H](C)NC([C@H](C)C=1C(NC2=CC=C(C(=C2C1C)F)F)=O)=O)F |o1:12| rel-(2R*)-N-[(1R)-1-(5-cyano-3-fluoropyridin-2-yl)ethyl]-2-(5,6-difluoro-4-methyl-2-oxo-1H-quinolin-3-yl)propanamide